CC(CCCC1=COC=C1)CCCC(CCCC(C)C)C 3-(4,8,12-trimethyltridecyl)furan